(chloromethyl)-6-(trifluoromethyl)benzo[d]oxazole ClCC=1OC2=C(N1)C=CC(=C2)C(F)(F)F